O1COC2=C1C=CC(=C2)CO benzo[d][1,3]dioxol-5-yl-methanol